C(C)C1=NC2=CC=C(C=C2C=C1)O ethyl-6-hydroxyquinoline